C(C)(C)(C)N1N=C(C=C1NC1=CC2=C(CN(S2(=O)=O)CC2=CC=C(C=C2)OC)C=C1)[C@@H]1C[C@@H](CC1)O[Si](C1=CC=CC=C1)(C1=CC=CC=C1)C(C)(C)C 6-((1-(tert-butyl)-3-((1S,3R)-3-((tert-butyldiphenylsilyl)oxy)cyclopentyl)-1H-pyrazol-5-yl)amino)-2-(4-methoxybenzyl)-2,3-dihydrobenzo[d]isothiazole 1,1-dioxide